C(CCC)N1C(N(C(C(C1=O)=C(N)N)=O)C1CCC2(CC(C2)N2C(NC(C23CCCCC3)=O)=O)CC1)=O 1-Butyl-5-(diaminomethylene)-3-((2R,4r,7R)-2-(2,4-dioxo-1,3-diazaspiro[4.5]decan-1-yl)spiro[3.5]nonan-7-yl)pyrimidine-2,4,6(1H,3H,5H)-trione